3-[[2-[4-[4-ethoxy-6-[(4-methoxyphenyl)methoxy]-3-pyridyl]-2-fluoro-phenyl]acetyl]amino]-N-(2-methoxyethyl)-5-(trifluoromethyl)benzamide C(C)OC1=C(C=NC(=C1)OCC1=CC=C(C=C1)OC)C1=CC(=C(C=C1)CC(=O)NC=1C=C(C(=O)NCCOC)C=C(C1)C(F)(F)F)F